tert-butyl N-(2-methyl-5-oxo-pyrrolidin-3-yl)carbamate CC1NC(CC1NC(OC(C)(C)C)=O)=O